formyl-folate C(=O)OC(CC[C@@H](C(=O)O)NC(=O)C1=CC=C(NCC2=CN=C3N=C(N)NC(=O)C3=N2)C=C1)=O